4-[2-[2-[5-methyl-1-[4-(trifluoromethoxy)phenyl]pyrazol-4-yl]-2,6-diazaspiro[3.3]heptan-6-yl]ethyl]morpholine CC1=C(C=NN1C1=CC=C(C=C1)OC(F)(F)F)N1CC2(C1)CN(C2)CCN2CCOCC2